4-(4-(6-chloropyrido[3,2-d]pyrimidin-4-yl)-2-fluorophenyl)morpholine ClC=1C=CC=2N=CN=C(C2N1)C1=CC(=C(C=C1)N1CCOCC1)F